Cl.C(C)(C)(C)OC(=O)N1CCCC2(CNC2)C1 2,8-diazaspiro[3.5]nonane-8-carboxylic acid tert-butyl ester hydrochloride